Methyl 1-phenyl-1H-indole-5-carboxylate C1(=CC=CC=C1)N1C=CC2=CC(=CC=C12)C(=O)OC